di(4-methoxyphenyl)phosphine COC1=CC=C(C=C1)PC1=CC=C(C=C1)OC